C(C)(C)(C)OC(=O)N1C(CC1)COC=1C=C2CC(CC2=C(C1)C#N)C=O 2-[(7-cyano-2-formyl-2,3-dihydro-1H-inden-5-yl)oxymethyl]azetidine-1-carboxylic acid tert-butyl ester